4-(pyridin-2-yl)morpholone N1=C(C=CC=C1)N1C(COCC1)=O